2,3-dihydroxybenzenecarboxylic acid OC1=C(C=CC=C1O)C(=O)O